2-((1-(3-(3-methoxyphenyl)-2,7-dimethyl-1-oxo-1,2-dihydroisoquinolin-5-yl)ethyl)amino)benzoic acid COC=1C=C(C=CC1)C=1N(C(C2=CC(=CC(=C2C1)C(C)NC1=C(C(=O)O)C=CC=C1)C)=O)C